(R)-1-(2,6-bis(bis(2-methoxyethyl)amino)-8-(4-methoxypiperidin-1-yl)pyrimido[5,4-d]pyrimidin-4-yl)pyrrolidin-3-ol COCCN(C=1N=C(C2=C(N1)C(=NC(=N2)N(CCOC)CCOC)N2CCC(CC2)OC)N2C[C@@H](CC2)O)CCOC